5-acetyl-4-oxo-1-[4-(trifluoromethoxy)phenyl]cinnoline-3-carboxylic acid methyl ester COC(=O)C1=NN(C2=CC=CC(=C2C1=O)C(C)=O)C1=CC=C(C=C1)OC(F)(F)F